C(C=C)(=O)N1CC2=NN=CC2=C1 5-acryloyl-5,6-dihydropyrrolo[3,4-c]pyrazol